N-(4-(3-chlorophenoxy)phenyl)-1-methyl-6-oxo-1,4,5,6-tetrahydropyridazine-3-carboxamide ClC=1C=C(OC2=CC=C(C=C2)NC(=O)C2=NN(C(CC2)=O)C)C=CC1